(4-amino-1-methylimidazo[1,5-a]pyrido[3,4-e]pyrazin-8-yl)((4aS,9bS)-9-fluoro-7-(trifluoromethyl)-3,4,4a,9b-tetrahydrobenzofuro[3,2-b]pyridin-1(2H)-yl)methanone NC=1C=2N(C3=C(N1)C=NC(=C3)C(=O)N3[C@@H]1[C@H](CCC3)OC3=C1C(=CC(=C3)C(F)(F)F)F)C(=NC2)C